ClC1=CNC2=CC(=C(C(=C12)/C=C/C(=O)O)OC1=CC(=C(C=C1)F)C1=NN=C(N1)C(C)(CCCC(CNC)(C)C)C1=CC(=CC=C1)I)F (E)-3-(3-Chloro-6-fluoro-5-(4-fluoro-3-(5-(2-(3-iodophenyl)-6,6-dimethyl-7-(methylamino)heptan-2-yl)-4H-1,2,4-triazol-3-yl)phenoxy)-1H-indol-4-yl)acrylic acid